NC1=C(C(=NC=N1)OC1=C(C=C(C=C1)NC(=O)C=1C=NN(C1C(F)(F)F)C1=NC(=CC=C1)C)F)Cl N-[4-(6-amino-5-chloro-pyrimidin-4-yl)oxy-3-fluoro-phenyl]-1-(6-methyl-2-pyridyl)-5-(Trifluoromethyl)pyrazole-4-carboxamide